1-(4-Fluorophenyl)-3-[4-(1-hydroxyoctoxy)phenyl]prop-2-en-1-one FC1=CC=C(C=C1)C(C=CC1=CC=C(C=C1)OC(CCCCCCC)O)=O